BrC=1C=C(C=CC1)NC1=NC=NC2=CC=C(C=C12)NC(C=CCN(C)C)=O 4-Dimethylamino-but-2-enoic acid [4-(3-bromo-phenylamino)-quinazolin-6-yl]-amide